1-(2-((4-((5-(furan-2-yl)-2-methoxyphenyl)amino)-7-methoxy-quinazolin-6-yl)oxy)-6-azaspiro[3.4]octan-6-yl)prop-2-en-1-one O1C(=CC=C1)C=1C=CC(=C(C1)NC1=NC=NC2=CC(=C(C=C12)OC1CC2(C1)CN(CC2)C(C=C)=O)OC)OC